4-t-butylphenyl-1,2,4-Triazole C(C)(C)(C)C1=CC=C(C=C1)C1=NNC=N1